FC=1C=CC(=NC1)[C@@H](C)OC=1C=2N(C=C(C1)C=1C=NC(=CC1)N1C[C@@H](N(CC1)C)CO)N=CC2C#N 4-((R)-1-(5-fluoropyridin-2-yl)ethoxy)-6-(6-((R)-3-(hydroxymethyl)-4-methylpiperazin-1-yl)pyridin-3-yl)pyrazolo[1,5-a]pyridine-3-carbonitrile